The molecule is a DiHETE that is (6E,8Z,11Z,13E)-icosatetraenoic acid in which the two hydroxy substituents are placed at the 5S- and 15S-positions. It has a role as a rat metabolite and a human xenobiotic metabolite. It is a conjugate acid of a 5(S),15(S)-DiHETE(1-). CCCCC[C@@H](/C=C/C=C\\C/C=C\\C=C\\[C@H](CCCC(=O)O)O)O